5-benzo[b]thiophen-3-yl-6-ethyl-pyridin-2-ylamine S1C2=C(C(=C1)C=1C=CC(=NC1CC)N)C=CC=C2